4-((2-((7-oxa-2-azaspiro[3.5]nonan-2-yl)methyl)-3,6-difluorobenzyl)amino)-5-chloro-2-fluoro-N-(thiazol-4-yl)benzenesulfonamide 2,2,2-trifluoroacetate FC(C(=O)O)(F)F.C1N(CC12CCOCC2)CC2=C(CNC1=CC(=C(C=C1Cl)S(=O)(=O)NC=1N=CSC1)F)C(=CC=C2F)F